styrene α-chloromethyl-acrylate tert-butyl-2-[2-(2,6-dioxo-3-piperidyl)-1-oxo-6-(4,4,5,5-tetramethyl-1,3,2-dioxaborolan-2-yl)isoindolin-4-yl]oxyacetate C(C)(C)(C)OC(COC1=C2CN(C(C2=CC(=C1)B1OC(C(O1)(C)C)(C)C)=O)C1C(NC(CC1)=O)=O)=O.ClCC(C(=O)O)=C.C=CC1=CC=CC=C1